8-[1-[2-(1-hydroxy-2,3,1-benzoxazaborinin-6-yl)phenoxy]ethyl]-3,6-dimethyl-chromen-4-one OB1ON=CC2=C1C=CC(=C2)C2=C(OC(C)C=1C=C(C=C3C(C(=COC13)C)=O)C)C=CC=C2